bis(ethylcyclopentadienyl)(diethyl-acetamido)gadolinium C(C)C1(C=CC=C1)[Gd](NC(C(CC)CC)=O)C1(C=CC=C1)CC